pyruvic acid imine C(C(C)=N)(=O)O